N(=C=O)CC1=CC(=CC(=C1)C)CN=C=O 1,3-bis(isocyanatomethyl)-5-methylbenzene